FC1=C(C(=CC=C1)F)NC(C(=O)NC1CCC(CC1)NC1=CC(=NC2=CC=C(C=C12)Cl)C(F)(F)F)=O N-(2,6-difluorophenyl)-N'-[(1s,4s)-4-{[6-chloro-2-(trifluoromethyl)quinolin-4-yl]amino}cyclohexyl]ethanediamide